FC1=C(C=NC2=NN=C(S2)C=2C=C(C(O)=CC2)O)C=CC(=C1)F 4-{5-[(2,4-difluorobenzylidene)amino]-1,3,4-thiadiazol-2-yl}catechol